alpha-bromo-2,4-difluorophenylacetic acid BrC(C(=O)O)C1=C(C=C(C=C1)F)F